(3-tolyl)catechol C1(=CC(=CC=C1)C1=C(C(O)=CC=C1)O)C